3-(2,6-dichloro-benzyloxy)-5-(1H-pyrrol-2-yl)-pyridin-2-ylamine ClC1=C(COC=2C(=NC=C(C2)C=2NC=CC2)N)C(=CC=C1)Cl